C(CC)[C@@H](C(=O)O)CCCCCC (R)-propyloctanoic acid